2-((4-fluorobenzyl)sulfonyl)-5-(4-fluorophenyl)oxazole FC1=CC=C(CS(=O)(=O)C=2OC(=CN2)C2=CC=C(C=C2)F)C=C1